S-(2-{[1-(2-ethyl-butyl)-cyclohexanecarbonyl]-amino}-phenyl) thioisobutyrate C(C(C)C)(=O)SC1=C(C=CC=C1)NC(=O)C1(CCCCC1)CC(CC)CC